2,6-dihydroxy-N-methoxy-N,3'-dimethyl-4-pentyl-[1,1'-biphenyl]-3-carboxamide OC1=C(C(=CC(=C1C(=O)N(C)OC)CCCCC)O)C1=CC(=CC=C1)C